1-(3,5-difluoro-4-hydroxyphenyl)ethan-1-one FC=1C=C(C=C(C1O)F)C(C)=O